4-(2-(2-aminoethoxy)ethoxy)-2-(2,6-dioxopiperidin-3-yl)isoindoline-1,3-dione hydrochloride Cl.NCCOCCOC1=C2C(N(C(C2=CC=C1)=O)C1C(NC(CC1)=O)=O)=O